C1(=CC=CC=C1)C1=CC(=CC(=C1)C1=C2C=CC=CC2=C(C2=CC=CC=C12)B(O)O)C1=CC=CC=C1 10-(1,1':3',1''-terphenyl-5'-yl)anthracene-9-boronic acid